5-(difluoromethyl)-3-methylcyclopentene-1,4-diene-1-carbonyl chloride FC(C1=CC(=C=C1C(=O)Cl)C)F